NCCOCCOCCOCCOCCNS(=O)(=O)C1=CC=C(C=C1)NC1=NC=C(C(=N1)NC1=C(C(=O)N)C(=CC=C1)F)Br 2-((2-((4-(N-(14-amino-3,6,9,12-tetraoxatetradecyl)sulfamoyl)phenyl)amino)-5-bromopyrimidin-4-yl)amino)-6-fluorobenzamide